methyl(trifluoromethyl)((4-(5-(trifluoromethyl)-1,2,4-oxadiazol-3-yl)benzyl)imino)-λ6-sulfanone CS(=O)(=NCC1=CC=C(C=C1)C1=NOC(=N1)C(F)(F)F)C(F)(F)F